N1N=NN=C1C1=CC=C(C(=O)O)C=C1 4-(1H-tetrazole-5-yl)benzoic acid